C1(CC1)C=1SC(=C(N1)C1=CC=CC=C1)OC1=CC(=NC=C1)NC=1C=C(C=CC1)S(=O)(=O)N 3-((4-((2-Cyclopropyl-4-phenylthiazol-5-yl)oxy)pyridin-2-yl)amino)benzenesulfonamide